7-acetyl-3-ethyl-1H-1,5-naphthyridin-2-one C(C)(=O)C1=CN=C2C=C(C(NC2=C1)=O)CC